ClC1=CC=C(C=C1)N(C(C)C)C[C@H]1N=C(OC1)N (R)-4-{[(4-chloro-phenyl)-isopropyl-amino]-methyl}-4,5-dihydro-oxazol-2-ylamine